(2Z)-7-[4-hydroxy-3-(trifluoromethyl)phenyl]-2-(hydroxyimino)-1,2,3,4-tetrahydronaphthalen OC1=C(C=C(C=C1)C1=CC=C2CC/C(/CC2=C1)=N/O)C(F)(F)F